5-(5-(1-ethylcyclopentyloxycarbonyl)naphthyl)-bicyclo[2.2.1]hept-2-ene C(C)C1(CCCC1)OC(=O)C1=C2C=CC=C(C2=CC=C1)C1C2C=CC(C1)C2